BrC1=C2C=CC=NC2=C2N=CC=CC2=C1Cl 5-bromo-6-chloro-1,10-phenanthroline